C(C1=CC=CC=C1)(=O)C(=NO)CC benzoyl-ethylketoxime